C(CCCCC)OC(C1=C(C=CC(=C1)N)N)=O Hexyl-2,5-diaminobenzoate